COC1=CC=C(CN(C=2C=CC(=C(C2)C2(CCC(CC2)(F)F)O)Br)CC2=CC=C(C=C2)OC)C=C1 1-(5-(Bis(4-methoxybenzyl)amino)-2-bromophenyl)-4,4-difluorocyclohexane-1-ol